3-((4-(dimethylamino)piperidin-1-yl)sulfonyl)-4-fluorobenzoic acid CN(C1CCN(CC1)S(=O)(=O)C=1C=C(C(=O)O)C=CC1F)C